[2H]C(Br)(C1=CC=CC=C1)[2H] 1,1-dideuterio-1-phenyl-1-bromomethane